4'-chloro-2-biphenylcarboxamide ClC1=CC=C(C=C1)C=1C(=CC=CC1)C(=O)N